CC1(OC[C@H](O1)CC1=CCN(CC1)C(=O)OC(C)(C)C)C (R)-tert-butyl 4-((2,2-dimethyl-1,3-dioxolan-4-yl)methyl)-5,6-dihydropyridine-1(2H)-carboxylate